tert-butyl (3-(chlorosulfonyl)phenyl)(methyl)carbamate ClS(=O)(=O)C=1C=C(C=CC1)N(C(OC(C)(C)C)=O)C